5-[2-chloro-3-fluoro-4-(fluoromethoxy)phenyl]-N-[3-chloro-4-[4-[2-[(3S)-pyrrolidin-3-yl]acetyl]piperazine-1-carbonyl]phenyl]-1-methyl-imidazole-2-carboxamide ClC1=C(C=CC(=C1F)OCF)C1=CN=C(N1C)C(=O)NC1=CC(=C(C=C1)C(=O)N1CCN(CC1)C(C[C@H]1CNCC1)=O)Cl